FC1=C(C=CC=C1)C=1C=C(C=NC1)C1(NC=NC(=C1)NC1=C(C=C(C(=C1)C)N1CCC(CC1)N1CCN(CC1)C)OC)N 4-(5-(2-fluorophenyl)pyridin-3-yl)-N6-(2-Methoxy-5-methyl-4-(4-(4-methylpiperazin-1-yl)piperidin-1-yl)phenyl)pyrimidine-4,6-diamine